(2R,3S,4S)-4-hydroxy-2-[(4-methoxyphenyl)methyl]pyrrolidin-3-yl N-{2-[(2R)-pyrrolidin-2-yl]ethyl}carbamate N1[C@H](CCC1)CCNC(O[C@H]1[C@H](NC[C@@H]1O)CC1=CC=C(C=C1)OC)=O